(R)-N-(3-(1-((6-bromo-2-methyl-8,9-dihydro-7H-cyclopenta[h]quinazolin-4-yl)amino)ethyl)-5-(trifluoromethyl)phenyl)acetamide 6-methyltetrahydro-2H-pyran-3,4,5-trisyl-triacetate CC1C(C(C(CO1)CC(=O)O)CC(=O)O)CC(=O)O.BrC=1C=C2C(=NC(=NC2=C2C1CCC2)C)N[C@H](C)C=2C=C(C=C(C2)C(F)(F)F)NC(C)=O